4-((4-acetyl-5-fluoro-6-((5-methyl-1H-pyrazol-3-yl)amino)pyridin-2-yl)methyl)-1-(3-chloro-2-fluorobenzyl)piperidine-4-carboxylic acid C(C)(=O)C1=CC(=NC(=C1F)NC1=NNC(=C1)C)CC1(CCN(CC1)CC1=C(C(=CC=C1)Cl)F)C(=O)O